C1(CC1)C1=NC=NC(=C1C=1N=C(C2=C(N1)N=CC=C2)OCC=2C(=NC(=CC2)C=2N(C=C(N2)C(F)(F)F)C)F)OC 2-(4-cyclopropyl-6-methoxy-pyrimidin-5-yl)-4-[[2-fluoro-6-[1-methyl-4-(trifluoromethyl)imidazol-2-yl]-3-pyridyl]methoxy]pyrido[2,3-d]pyrimidine